6-ethoxy-2-methyl-quinazoline-4-thiol C(C)OC=1C=C2C(=NC(=NC2=CC1)C)S